tertbutyl 4-[4-[(2,6-dioxo-3-piperidyl)-methyl-amino]-2-fluorosulfonyloxy-phenyl]piperidine-1-carboxylate O=C1NC(CCC1N(C1=CC(=C(C=C1)C1CCN(CC1)C(=O)OC(C)(C)C)OS(=O)(=O)F)C)=O